6-(1-(3-Chloropyridin-2-yl)-3-methoxy-1H-pyrazol-5-carboxamido)-5-methyl-N-(3-methylbutan-2-yl)pyrazolo[1,5-a]pyridin-7-carboxamid ClC=1C(=NC=CC1)N1N=C(C=C1C(=O)NC=1C(=CC=2N(C1C(=O)NC(C)C(C)C)N=CC2)C)OC